C(C(=C)C)(=O)[O-].C(\C=C/C(=O)O)(=O)OCCO.[Na+] sodium hydroxyethyl maleate monomethacrylate